(±)-Methyl 4-(1-amino-2,2,2-trifluoroethyl)benzoate N[C@@H](C(F)(F)F)C1=CC=C(C(=O)OC)C=C1 |r|